C1(CC1)C1=NC=NC(=C1C=1N=C(C2=C(N1)C=NN2)OCC2=CC(=C(C=C2)C=2N(C=C(N2)C(F)(F)F)C)F)OC 5-(4-cyclopropyl-6-methoxypyrimidin-5-yl)-7-((3-fluoro-4-(1-methyl-4-(trifluoromethyl)-1H-imidazol-2-yl)benzyl)oxy)-1H-pyrazolo[4,3-d]pyrimidine